C(C1=CC=CC=C1)OC(=O)N1C(C(CC1)C1=CC=2C(=NC=CC2NC=2C(=CC3=C(N=CS3)C2F)F)S1)C 3-(4-((4,6-difluorobenzo[d]thiazol-5-yl)amino)thieno[2,3-b]pyridin-2-yl)-2-methylpyrrolidine-1-carboxylic acid benzyl ester